17-(3-pyridyl)androsta-5,16-diene-3beta-ol N1=CC(=CC=C1)C=1[C@]2(C)[C@@H](CC1)[C@@H]1CC=C3C[C@H](CC[C@]3(C)[C@H]1CC2)O